3,5-bis(2,6-dimethylphenyl)heptaneN CC1=C(C(=CC=C1)C)C(C=C)CC(CC)C1=C(C=CC=C1C)C